2-methyl-2-(4-(trifluoromethyl)phenoxy)propanoic acid CC(C(=O)O)(C)OC1=CC=C(C=C1)C(F)(F)F